C(C)(=O)ON=CC1=CC=2C(C3=CC=CC=C3SC2C=C1)=O 2-(acetyloxyiminomethyl)thioxanthene-9-one